N-(2-methoxy-4-(4,4,5,5-tetramethyl-1,3,2-dioxaborolan-2-yl)benzyl)tetrahydro-2H-pyran-4-amine COC1=C(CNC2CCOCC2)C=CC(=C1)B1OC(C(O1)(C)C)(C)C